C1(CC1)C1=C2C(=NC=C1)C=C(S2)C(=O)O 7-cyclopropylthieno[3,2-b]pyridine-2-carboxylic acid